FC1=C(C(=O)NC2=CC(=NC=C2)C(=O)N)C(=CC=C1C(F)(F)F)OC1=C(C=C(C=C1)OC(F)(F)F)F 4-[[2-fluoro-6-[2-fluoro-4-(trifluoromethoxy)phenoxy]-3-(trifluoromethyl)benzoyl]amino]pyridine-2-carboxamide